C(C1CO1)OC(C)(C)OCC(COC(C=C)=O)O Acrylic acid 3-(glycidoxy-1-isopropoxy)-2-hydroxypropyl ester